phosphoric tri(chloropropyl) ester ClCCCOP(OCCCCl)(OCCCCl)=O